C(C1=CC=CC=C1)N(C1=NC(=NC=2C(CCCC12)OCCN1CCN(CC1)C)N1C(=CC=2C(=CC=CC12)C(=O)N)C)CC1=C(C=C(C=C1)OC)OC 1-(4-(benzyl(2,4-dimethoxybenzyl)amino)-8-(2-(4-methylpiperazin-1-yl)ethoxy)-5,6,7,8-tetrahydroquinazolin-2-yl)-2-methyl-indole-4-carboxamide